B(F)(F)F.FC=1C=C(C[K])C=C(C1)F (3,5-difluorobenzyl)potassium trifluoroborate